NC(C(=O)O)CCCC[N+](C)(C)C 2-Amino-6-trimethylammonio-hexanoic acid